NC1=C(C2=NC=C(C=C2N1)C#N)C(=O)N 2-amino-6-cyano-1H-pyrrolo[3,2-b]pyridine-3-carboxamide